C12COCC(CN(C1)CC1CCN(CC1)C=1C=CC=C3C(=NN(C13)C)C1C(NC(CC1)=O)=O)N2 3-(7-(4-((3-oxa-7,9-diazabicyclo[3.3.1]nonan-7-yl)methyl)piperidin-1-yl)-1-methyl-1H-indazol-3-yl)piperidine-2,6-dione